2'-amino-5-(2,2-difluoroethoxy)-6'-mercapto-[2,4'-bipyridine]-3',5'-dicarbonitrile NC1=NC(=C(C(=C1C#N)C1=NC=C(C=C1)OCC(F)F)C#N)S